2-methyl-11-{3-[(3-octyl-1-oxoundecyl) oxy] propyl}-9-oxo-2,8-diaza-5,10-dioxatetradec-14-yl 3-octylundecanoate C(CCCCCCC)C(CC(=O)OCCCC(OC(NCCOCCN(C)C)=O)CCCOC(CC(CCCCCCCC)CCCCCCCC)=O)CCCCCCCC